N'-[4-[tert-butyl(dimethyl)silyl]oxy-2-ethyl-phenyl]-6-(4-chloro-3-pyridyl)-4-[[(3S)-4-hydroxytetrahydropyran-3-yl]amino]pyrrolo[1,2-b]pyridazine-3-carboxamidine [Si](C)(C)(C(C)(C)C)OC1=CC(=C(C=C1)N=C(N)C1=C(C=2N(N=C1)C=C(C2)C=2C=NC=CC2Cl)N[C@H]2COCCC2O)CC